5-chloro-N-((1r,4r)-4-((3-(6-(2-methoxyethoxy)pyridin-3-yl)-2-oxo-2,3-dihydro-1H-benzo[d]imidazol-1-yl)methyl)cyclohexyl)-2-methylnicotinamide ClC=1C=NC(=C(C(=O)NC2CCC(CC2)CN2C(N(C3=C2C=CC=C3)C=3C=NC(=CC3)OCCOC)=O)C1)C